C1(CCCC1)NC1=CC=C(C=C1)C1C(CCC2N1C(C1=C(CC2)C=CC=C1F)=O)C(=O)NC1=CC(=C(C=C1)C)C(F)(F)F 4-(4-(cyclopentylamino)phenyl)-7-fluoro-N-(4-methyl-3-(trifluoromethyl)phenyl)-6-oxo-1,2,3,4,6,11,12,12a-octahydrobenzo[e]pyrido[1,2-a]azepine-3-carboxamide